N-(3-methoxyphenyl)-2-(5-(trifluoromethyl)-1,2,4-oxadiazol-3-yl)-6,7-dihydrothieno[3,2-c]pyridine-5(4H)-carboxamide COC=1C=C(C=CC1)NC(=O)N1CC2=C(CC1)SC(=C2)C2=NOC(=N2)C(F)(F)F